6-chloro-4-((4-cyclopropyl-2-(N-methylmethylsulfonamido)phenyl)amino)-N-ethoxynicotinamide ClC1=NC=C(C(=O)NOCC)C(=C1)NC1=C(C=C(C=C1)C1CC1)N(S(=O)(=O)C)C